Methyl 2-(1-(cyclopropylmethyl)-6-methoxy-1H-pyrrolo[2,3-b]pyridin-2-yl)-7-methoxy-1-methyl-1H-benzo[d]imidazole-5-carboxylate C1(CC1)CN1C(=CC=2C1=NC(=CC2)OC)C2=NC1=C(N2C)C(=CC(=C1)C(=O)OC)OC